NC1=C(C=C(C=N1)C=1C=C2N(N1)CCC21CN(C1)C(=O)NCC12CC(C1)(C2)C(F)(F)F)C(F)(F)F 2'-[6-amino-5-(trifluoromethyl)pyridin-3-yl]-N-{[3-(trifluoromethyl)bicyclo[1.1.1]pentan-1-yl]methyl}-5',6'-dihydrospiro[azetidine-3,4'-pyrrolo[1,2-b]pyrazole]-1-carboxamide